C1(CCCC1)C1=C(C(NC(=N1)C=1C=NN(C1)C)=O)I 6-cyclopentyl-5-iodo-2-(1-methyl-1H-pyrazol-4-yl)-4(3H)-pyrimidinone